COC1=C(C=C(C(=C1C=O)O)[N+](=O)[O-])C1=CC=CC=C1 methoxy-4-hydroxy-5-nitro-[1,1'-biphenyl]-3-carbaldehyde